9-bromo-5,6-dihydrobenzo[f]pyrazolo[1,5-d][1,4]oxazepin-2(3H)-one BrC1=CC2=C(C=3N(CCO2)NC(C3)=O)C=C1